4-(((2-(((2R,6S)-2,6-Dimethylmorpholino)methyl)oxazol-5-yl)methyl)amino)-2-(2,6-Dioxopiperidin-3-yl)isoindoline-1,3-dione C[C@H]1O[C@H](CN(C1)CC=1OC(=CN1)CNC1=C2C(N(C(C2=CC=C1)=O)C1C(NC(CC1)=O)=O)=O)C